CC=1OC2=C(C1CNC(=O)C1(CC3=CC=CC=C3C1)CC(=O)O)C=CC=C2 2-[2-[(2-methylbenzofuran-3-yl)methylcarbamoyl]indan-2-yl]acetic acid